dipropylheptanamide C(CC)C(C(=O)N)(CCCCC)CCC